(S)-3-(1-(methylsulfonyl)piperidin-4-yl)-6-(1-phenylethylamino)pyrimidine-2,4(1h,3h)-dione CS(=O)(=O)N1CCC(CC1)N1C(NC(=CC1=O)N[C@@H](C)C1=CC=CC=C1)=O